C(=C)C1=C(OC2=CC=CC=C2C1=O)C1=CC=CC=C1 vinyl-flavone